1-methyl-4-azafluorene-9-one CC1=CC=NC=2C3=CC=CC=C3C(C12)=O